4-((4-cyclopropyl-5-fluoro-2-(N-methyl-methanesulfonamido)phenyl)amino)-N-ethoxy-6-((5-fluoro-4-methyl-pyridin-2-yl)amino)nicotinamide C1(CC1)C1=CC(=C(C=C1F)NC1=CC(=NC=C1C(=O)NOCC)NC1=NC=C(C(=C1)C)F)N(S(=O)(=O)C)C